ethyl 1-[2-(tert-butoxycarbonylamino) ethyl]-4-nitro-pyrrole-2-carboxylate C(C)(C)(C)OC(=O)NCCN1C(=CC(=C1)[N+](=O)[O-])C(=O)OCC